3-methacryloyloxyhexyl-3-phosphonopropionate C(C(=C)C)(=O)OC(CCOC(CCP(=O)(O)O)=O)CCC